ClC1=C(C=CC=C1)C(C(F)F)=O 1-(2-chlorophenyl)-2,2-difluoroethanone